undecanoundecanoic acid C1C(CCCCCCCCC(=O)O)CCCCCCCCCCC1